(R)-2-(2-chloro-8-(methoxymethyl)-5-oxothieno[3',2':4,5]pyrrolo[1,2-d][1,2,4]triazin-6(5H)-yl)-N-(1-cyclopropylpiperidin-3-yl)acetamide formate salt C(=O)O.ClC1=CC=2C=C3N(C(=NN(C3=O)CC(=O)N[C@H]3CN(CCC3)C3CC3)COC)C2S1